5-methyl-1-(3-methylbut-2-yl)-1H-pyrazole-4-carboxylic acid CC1=C(C=NN1C(C)C(C)C)C(=O)O